3-(2,4-dimethylphenyl)sulfonyl-8-hydroxy-7-methoxy-4H-triazolo[1,5-a]quinazolin-5-one CC1=C(C=CC(=C1)C)S(=O)(=O)C=1N=NN2C1NC(C1=CC(=C(C=C21)O)OC)=O